tert-Butyl (3S)-3-[3-(4-bromo-5-methylpyrazol-1-yl)azetidin-1-yl]pyrrolidine-1-carboxylate BrC=1C=NN(C1C)C1CN(C1)[C@@H]1CN(CC1)C(=O)OC(C)(C)C